7-chloro-2-[(1RS)-2-oxo-1-phenyl-2-(thiazol-2-ylamino)ethyl]Indazole ClC1=CC=CC2=CN(N=C12)[C@@H](C(NC=1SC=CN1)=O)C1=CC=CC=C1 |r|